2,2,3,3-tetra-methylbutyl-trimethoxysilane CC(C[Si](OC)(OC)OC)(C(C)(C)C)C